(5'S,7a'R)-1-benzoyl-5'-(2,3-difluorophenyl)tetrahydro-3'H-spiro[piperidine-4,2'-pyrrolo[2,1-b]oxazol]-3'-one C(C1=CC=CC=C1)(=O)N1CCC2(C(N3[C@H](O2)CC[C@H]3C3=C(C(=CC=C3)F)F)=O)CC1